4-methoxycarbonyl-1-naphthalenemethanol COC(=O)C1=CC=C(C2=CC=CC=C12)CO